trans-4-(aminomethyl)-cyclohexanecarboxylic acid NC[C@@H]1CC[C@H](CC1)C(=O)O